3-((2-Ethylhexyl)oxy)phenol C(C)C(COC=1C=C(C=CC1)O)CCCC